BrC=1C=C(N2N=CN=C(C21)N)C 5-bromo-7-methylpyrrolo[2,1-f][1,2,4]Triazine-4-amine